BrC(C(=O)OC(=O)C(CCCCCCCC)Br)CCCCCCCC bromocapric anhydride